Cl.C(C)(C)C1=C(OC=2C=CC(=C(C2)CO)C2CN(CC2)CC2=NC=CC=C2C)C=CC=C1 (5-(2-isopropylphenoxy)-2-(1-((3-methylpyridin-2-yl)methyl)pyrrolidin-3-yl)phenyl)methanol hydrochloride